3-(Difluoromethyl)-1-(1-((3-(3-(2,4-dioxotetrahydropyrimidin-1(2H)-yl)-4-Toluyl)-3-azaspiro[5.5]undec-9-yl)methyl)piperidin-4-yl)-1H-pyrazole FC(C1=NN(C=C1)C1CCN(CC1)CC1CCC2(CCN(CC2)C2=C(C=C(C=C2)C)N2C(NC(CC2)=O)=O)CC1)F